Undec-3-en-11-one CCC=CCCCCCCC=O